(S)-6-Fluoro-2,10-dimethyl-7-(6-(3-(4-methylpiperidin-1-yl)propoxy)pyridin-3-yl)-9,10-Dihydro-8-oxa-2,4,10a-triazanaphtho[2,1,8-cde]azulene-1(2H)-one FC=1C=C2N=CC=3N(C(N4[C@H](COC(=C2C34)C1C=1C=NC(=CC1)OCCCN1CCC(CC1)C)C)=O)C